(3-{[tert-butyl-(dimethyl)silyl]oxy}-1-methylpropyl)-5-formyl-4-methyl-1H-indole-2-carbonitrile C(C)(C)(C)[Si](OCCC(C)N1C(=CC2=C(C(=CC=C12)C=O)C)C#N)(C)C